ClC(C(C1=CC=C(C=C1)Cl)C1=CC=C(C=C1)Cl)Cl 1,1-dichloro-2,2-bis(4-chlorophenyl)ethane